2-(4-((4-hydroxybutoxy)methyl)-1H-1,2,3-triazol-1-yl)-3-methylbutanoate OCCCCOCC=1N=NN(C1)C(C(=O)[O-])C(C)C